COC1=CC=C(CCN2CCC3(CC2)C2=C(NC(O3)=O)C=CC=C2)C=C1 1'-(4-methoxyphenethyl)spiro[benzo[d][1,3]oxazine-4,4'-piperidin]-2(1H)-one